BrC=1C=C(C=C2CCCC(C12)OC)F 8-bromo-6-fluoro-1-methoxy-1,2,3,4-tetrahydronaphthalene